C(C)(C)(C)OC(=O)N1N=C(C2=CC=C(C=C12)[C@@H]1C[C@@]12C(N(C1=CC=C(C=C21)OC)C(=O)OC(C)(C)C)=O)NC2=CC=CC=1CCOC12 tert-butyl (1R,2S)-2-[1-(tert-butoxycarbonyl)-3-(2,3-dihydro-1-benzofuran-7-ylamino)indazol-6-yl]-5'-methoxy-2'-oxospiro[cyclopropane-1,3'-indole]-1'-carboxylate